2-(benzylamino)-N-(3-(morpholine-4-carbonyl)phenyl)benzamide C(C1=CC=CC=C1)NC1=C(C(=O)NC2=CC(=CC=C2)C(=O)N2CCOCC2)C=CC=C1